(1R,3aS,6aR)-N-((S)-1-cyano-2-((R)-2-oxopiperidin-3-yl)ethyl)-2-(9-hydroxy-9H-fluorene-9-carbonyl)octahydrocyclopenta[c]pyrrole-1-carboxamide C(#N)[C@H](C[C@@H]1C(NCCC1)=O)NC(=O)[C@@H]1N(C[C@@H]2[C@H]1CCC2)C(=O)C2(C1=CC=CC=C1C=1C=CC=CC21)O